Cl.COC([C@H]1NCCC1)=O (S)-proline methyl ester hydrochloride